CS(=O)(=O)CC methyl-ethylsulfone